(2S)-10-((5-Chloro-2-(4,4-difluoro-3-methoxypiperidin-1-yl)pyrimidin-4-yl)amino)-2-cyclopropyl-3,3-difluoro-7-methyl-1,2,3,4-tetrahydro-[1,4]oxazepino[2,3-c]chinolin-6(7H)-on ClC=1C(=NC(=NC1)N1CC(C(CC1)(F)F)OC)NC1=CC=2C3=C(C(N(C2C=C1)C)=O)OCC([C@@H](N3)C3CC3)(F)F